(ethane-1,2-diyl)bis(2-(4-chloro-2-(hydrazinecarbonyl)phenyl)-4-methoxy-1H-benzo[d]imidazole-5-carboxamide) dihydrochloride Cl.Cl.C(CN1C(=NC2=C1C=CC(=C2OC)C(=O)N)C2=C(C=C(C=C2)Cl)C(=O)NN)N2C(=NC1=C2C=CC(=C1OC)C(=O)N)C1=C(C=C(C=C1)Cl)C(=O)NN